ClC1=NC=C(C(=C1)C1=C(C=NC(=C1)C)C(=O)NC=1SC=2N=CN=C(C2N1)Cl)OC 2'-chloro-N-{7-chloro-[1,3]thiazolo[5,4-d]pyrimidin-2-yl}-5'-methoxy-6-methyl-[4,4'-bipyridine]-3-carboxamide